[Cr].[U] uranium-chromium